NCC(C(=O)NC=1C=CC=C2C(=CNC12)C=1C=NNC1)C1=CC(=CC=C1)N 3-amino-2-(3-aminophenyl)-N-[3-(1H-pyrazol-4-yl)-1H-indol-7-yl]propionamide